ClC=1C(=NC=CC1C)NN (3-chloro-4-methyl-pyridin-2-yl)-hydrazine